N1=CC=C(C2=NC=CC=C12)C1=CC(=NN1)NC1=CN=C2C(=N1)N(C(S2)=O)C2CCNCC2 5-((5-(1,5-naphthyridin-4-yl)-1H-pyrazol-3-yl)amino)-3-(piperidin-4-yl)thiazolo[4,5-b]pyrazin-2(3H)-one